1-[3-acetyl-6-[5-[(2-oxopyrrolidin-1-yl)methyl]benzimidazol-1-yl]-2-pyridinyl]-5-methyl-pyrazole-3-carbonitrile C(C)(=O)C=1C(=NC(=CC1)N1C=NC2=C1C=CC(=C2)CN2C(CCC2)=O)N2N=C(C=C2C)C#N